CN1C(N(C=2N=C(N(C2C1=O)C)S(=O)(=O)CC1=CC=NC=C1)C)=O 1,3,7-trimethyl-8-(pyridin-4-ylmethyl-sulfonyl)-1H-purine-2,6(3H,7H)-dione